FC(C(=O)[O-])(F)F.CC1(C[NH2+]C1)CCNS(N)(=O)=O 3-methyl-3-(2-sulfamoylaminoethyl)azetidinium trifluoroacetate